[C@H]12C(CC[C@H](O1)CO2)=O 1,6-anhydro-3,4-dideoxy-β-D-glycero-hexanopyranos-2-ulose